tert-butyl 4-(2-amino-5-(2-((2-chloro-4-(trifluoromethyl)phenyl)amino)-2-oxoethyl)-6-ethyl-8-oxo-5,8-dihydropyrido[2,3-b]pyrazin-7-yl)piperazine-1-carboxylate NC=1N=C2C(=NC1)N(C(=C(C2=O)N2CCN(CC2)C(=O)OC(C)(C)C)CC)CC(=O)NC2=C(C=C(C=C2)C(F)(F)F)Cl